1-[(2R,3S,4R,5R)-4-[(tert-butyldimethylsilyl)oxy]-5-[[(tert-butyldimethylsilyl)oxy]methyl]-3-fluoro-5-[(methylsulfanyl)methyl]oxolan-2-yl]-5-fluoro-3H-pyrimidine [Si](C)(C)(C(C)(C)C)O[C@H]1[C@@H]([C@@H](O[C@]1(CSC)CO[Si](C)(C)C(C)(C)C)N1CNCC(=C1)F)F